C(CCC)C1N(S(C2=C(N(C1)C1=CC=CC=C1)C=C(C(=C2)O\C=C(\C(=O)OCC)/F)SC)(=O)=O)C (Z)-ethyl 3-((3-butyl-2-methyl-7-(methylthio)-1,1-dioxido-5-phenyl-2,3,4,5-tetrahydro-1,2,5-benzothiadiazepin-8-yl) oxy)-2-fluoroacrylate